N-[5-(4-{[2-(4-Hydroxyphenyl)ethyl]amino}-6-phenylfuro[2,3-d]pyrimidin-5-yl)-2-{methyl-[2-(4-methylpiperazin-1-yl)ethyl]amino}phenyl]prop-2-enamide OC1=CC=C(C=C1)CCNC=1C2=C(N=CN1)OC(=C2C=2C=CC(=C(C2)NC(C=C)=O)N(CCN2CCN(CC2)C)C)C2=CC=CC=C2